3-methyluracil CN1C(NC=CC1=O)=O